O=C1NC(CCC1N1C(=NC2=CC=CC(=C2C1=O)CN1CCN(CC1)C(=O)OC(C)(C)C)C)=O tert-butyl 4-((3-(2,6-dioxopiperidin-3-yl)-2-methyl-4-oxo-3,4-dihydroquinazolin-5-yl)methyl)piperazine-1-carboxylate